acryloxypentyliododimethylsilane C(C=C)(=O)OCCCCC[Si](C)(C)I